(R)-N-(5-(4-fluorophenoxy)pyridin-2-yl)-2-(4-(6-oxo-1,6-dihydropyridine-3-carbonyl)-4,7-diazaspiro[2.5]octan-7-yl)propanamide FC1=CC=C(OC=2C=CC(=NC2)NC([C@@H](C)N2CCN(C3(CC3)C2)C(=O)C2=CNC(C=C2)=O)=O)C=C1